4,4-dimethyl-3-isoxazolidinon CC1(C(NOC1)=O)C